N1C[C@@H](CCC1)O (3R)-piperidin-3-ol